2-[(2S,5R)-4-(2,2-dimethylpropanoyl)-5-methyl-2-phenyl-piperazin-1-yl]-2-oxo-N-(1H-pyrazolo[4,3-c]pyridin-7-yl)acetamide CC(C(=O)N1C[C@@H](N(C[C@H]1C)C(C(=O)NC=1C2=C(C=NC1)C=NN2)=O)C2=CC=CC=C2)(C)C